FC(C1=C(CSC2=C3N=CNC3=NC=N2)C=CC=C1)(F)F 6-((2-(Trifluoromethyl)benzyl)thio)-9H-purin